Tert-butyl N-[1-[1-[1-[(4-methoxyphenyl)methyl]-2,6-dioxo-3-piperidyl]-3,5-dimethyl-2-oxo-benzimidazol-4-yl]-4-piperidyl]-N-methyl-carbamate COC1=CC=C(C=C1)CN1C(C(CCC1=O)N1C(N(C2=C1C=CC(=C2N2CCC(CC2)N(C(OC(C)(C)C)=O)C)C)C)=O)=O